3-(1-(cyclopropylmethyl)-8-(methylamino)-2-oxo-8-phenyl-1,3-diazaspiro[4.5]decan-3-yl)-2,2-dimethylpropanamide C1(CC1)CN1C(N(CC12CCC(CC2)(C2=CC=CC=C2)NC)CC(C(=O)N)(C)C)=O